(S)-1-methyl-3-(5-azaspiro[2.4]heptane-6-yl)-1H-pyrazole-5-carbonitrile hydrochloride Cl.CN1N=C(C=C1C#N)[C@H]1NCC2(CC2)C1